histaminoyl-(2S)-cyanopyrrolidine N(C(CC1=CNC=N1)[C@H]1N(CCC1)C#N)=O